tert-butyl 3-((1-methyl-1H-pyrazol-4-yl)methoxy)azetidine-1-carboxylate CN1N=CC(=C1)COC1CN(C1)C(=O)OC(C)(C)C